CN(C(\C=C(/C(=O)O)\NCC)=O)C N,N-dimethylethylaminomaleamic acid